C1(=CC=CC=C1)C1=NOC(=C1)C=1C=C(C=CC1)C(C)O 1-(3-(3-phenylisoxazol-5-yl)phenyl)ethan-1-ol